(tert-butyl 3-(3-(4-(benzo[d]thiazol-5-ylamino) thieno-[2,3-b]pyridin-2-yl)-2-methyl-piperidin-1-yl) propyl) carbamate C(N)(OCCC(N1C(C(CCC1)C1=CC=2C(=NC=CC2NC=2C=CC3=C(N=CS3)C2)S1)C)C(C)(C)C)=O